benzyl 4-((1-(2-(2,6-dioxopiperidin-3-yl)-1,3-dioxoisoindolin-5-yl)piperidin-4-yl)methyl)piperazine-1-carboxylate O=C1NC(CCC1N1C(C2=CC=C(C=C2C1=O)N1CCC(CC1)CN1CCN(CC1)C(=O)OCC1=CC=CC=C1)=O)=O